5-methyl-1,5-nonadiene CC(CCC=C)=CCCC